FC=1C(=NC=CC1)C(C(C)C)=O 1-(3-fluoro-2-pyridyl)-2-methyl-propan-1-one